(4-(imidazo[1,2-a]pyridin-8-yloxy)phenyl)cyclopropane-1,1-dicarboxamide N=1C=CN2C1C(=CC=C2)OC2=CC=C(C=C2)C2C(C2)(C(=O)N)C(=O)N